C(CCC)C1(CCC(CC1)OOC(C)(C)OOC1CCC(CC1)(CCCC)CCCC)CCCC 2,2-bis(4,4-di-butylcyclohexyl-peroxy)propane